3-chloro-1-(4-fluorophenyl)-1H-pyrazol-4-amine ClC1=NN(C=C1N)C1=CC=C(C=C1)F